2,6-difluoro-3-(4,4,5,5-tetramethyl-1,3,2-dioxaborolan-2-yl)pyridin-4-amine FC1=NC(=CC(=C1B1OC(C(O1)(C)C)(C)C)N)F